5-bromo-N-((3R,4S)-4-fluoropyrrolidin-3-yl)-2-methoxy-d3-nicotinamide BrC=1C=NC(=C(C(=O)N[C@@H]2CNC[C@@H]2F)C1)OC([2H])([2H])[2H]